N-[4-(cyanomethyl)-2,5-difluoro-phenyl]-7-methyl-imidazo[1,2-a]pyrimidine-3-sulfonamide C(#N)CC1=CC(=C(C=C1F)NS(=O)(=O)C1=CN=C2N1C=CC(=N2)C)F